2-[5-[4-[4-(4-hexyloxyphenyl)-N-[4-(4-hexyloxyphenyl)phenyl]anilino]phenyl]-2-thienyl]benzofuran-6-carbaldehyde C(CCCCC)OC1=CC=C(C=C1)C1=CC=C(N(C2=CC=C(C=C2)C2=CC=C(C=C2)OCCCCCC)C2=CC=C(C=C2)C2=CC=C(S2)C=2OC3=C(C2)C=CC(=C3)C=O)C=C1